CC(C)C(=O)NP(=O)(OC)SC O,S-dimethyl phosphoramidothioate